C(C)O[SiH](C1=C(C=CC=C1)C(=C)C)OCC diethoxy(isopropenylphenyl)silane